COC=1C=CC(=C(C1)C#CC=1C=CC(=NC1)C(=O)O)NS(=O)(=O)C=1C=CC(=C2C=CC=NC12)OC 5-[5-Methoxy-2-(5-methoxy-quinoline-8-sulfonylamino)-phenylethynyl]-pyridine-2-carboxylic acid